[Na+].C(=O)(O)CCCCCN1C(C=C(C2=CC3=C(C=C12)[O+]=C1C=C(CC(C1=C3)(C)C)N(C3=CC=C(C=C3)S(=O)(=O)[O-])C)CS(=O)(=O)[O-])(C)C 4-[[1-(5-carboxypentyl)-2,2,7,7-tetramethyl-4-(sulfonatomethyl)-8H-chromeno[3,2-g]quinolin-11-ium-9-yl]-methyl-amino]benzenesulfonate sodium salt